2-(5-bromo-3-pyridyl)acetonitrile BrC=1C=C(C=NC1)CC#N